NC1=C2C(=NC=N1)N(N=C2C2=C(C=CC=C2)OC2=CC=CC=C2)[C@H]2CN(CCC2)C(CCN2C[C@@H](CCC2)N2N=C(C=1C2=NC=NC1N)C1=C(C=CC=C1)OC1=CC=CC=C1)=O 1,3-di((R)-3-(4-amino-3-(phenoxyphenyl)-1H-pyrazolo[3,4-d]pyrimidine-1-yl)piperidin-1-yl)propan-1-one